3,5-di(naphthalen-1-yl)-N-phenylaniline C1(=CC=CC2=CC=CC=C12)C=1C=C(NC2=CC=CC=C2)C=C(C1)C1=CC=CC2=CC=CC=C12